(4-carboxyphenyl)-porphyrin C(=O)(O)C1=CC=C(C=C1)C1=C2NC(=C1)C=C1C=CC(=N1)C=C1C=CC(N1)=CC=1C=CC(N1)=C2